(1R,2R,4S)-rel-7-((4-methyl-4''-nitro-[1,1':2',1''-terphenyl]-4'-yl)methyl)-7-azabicyclo[2.2.1]heptane-2-amine CC1=CC=C(C=C1)C=1C(=CC(=CC1)CN1[C@H]2[C@@H](C[C@@H]1CC2)N)C2=CC=C(C=C2)[N+](=O)[O-] |o1:15,16,18|